8-amino-3,8-diazabicyclo[3.2.1]octane-3-carboxylic acid-2-methylpropan-2-yl Ester CC(C)(C)OC(=O)N1CC2CCC(C1)N2N